cetyl-imidazolinium C(CCCCCCCCCCCCCCC)[NH+]1C=NCC1